ethyl 3,3,3-trifluoro-2-hydroxy-2-(1,4-dioxaspiro[4.5]decan-8-yl)propanoate FC(C(C(=O)OCC)(C1CCC2(OCCO2)CC1)O)(F)F